6-(tert-butyl)-N-(5-(tert-butyl)-[1,1'-biphenyl]-2-yl)dibenzo[b,d]furan-1-amine C(C)(C)(C)C1=CC=CC=2C3=C(OC21)C=CC=C3NC3=C(C=C(C=C3)C(C)(C)C)C3=CC=CC=C3